(±)-1-(cyclohexylmethyl)-5-(2,4-difluorophenoxy)-N-(2-(3-(methoxymethyl)piperidin-1-yl)ethyl)-1H-indazole-6-carboxamide C1(CCCCC1)CN1N=CC2=CC(=C(C=C12)C(=O)NCCN1C[C@@H](CCC1)COC)OC1=C(C=C(C=C1)F)F |r|